1-[4-(2-chloro-3,4,5-trifluorophenyl)piperidin-1-yl]-2-{3-[(2R,6S)-2,6-dimethylmorpholine-4-carbonyl]-5,6-dihydrocyclopenta[c]pyrazol-1(4H)-yl}ethan-1-one ClC1=C(C=C(C(=C1F)F)F)C1CCN(CC1)C(CN1N=C(C2=C1CCC2)C(=O)N2C[C@H](O[C@H](C2)C)C)=O